CS(=NC(CC=1N=C2N(C=C(C=C2)C2=NOC(=N2)C(F)(F)F)C1)=O)(C1=CC=C(C=C1)C(F)(F)F)=O N-(methyl(oxo)(4-(trifluoromethyl)phenyl)-λ6-sulfaneylidene)-2-(6-(5-(trifluoromethyl)-1,2,4-oxadiazol-3-yl)imidazo[1,2-a]pyridin-2-yl)acetamide